3-(4'-chloro-[1,1'-binaphthalene]-4-yl)pyridine ClC1=CC=C(C2=CC=CC=C12)C1=CC=C(C2=CC=CC=C12)C=1C=NC=CC1